2-((E)-2-((E)-2-chloro-3-((E)-2-(1,3,3-trimethylindolin-2-ylidene)ethylidene)cyclohex-1-en-1-yl)vinyl)-1,3,3-trimethyl-3H-indol-1-ium iodide [I-].ClC/1=C(CCC\C1=C/C=C\1/N(C2=CC=CC=C2C1(C)C)C)/C=C/C1=[N+](C2=CC=CC=C2C1(C)C)C